(2,4-difluorobenzyl)zinc (II) chloride [Cl-].FC1=C(C[Zn+])C=CC(=C1)F